(R)-N-(4-(2-((1-(3-amino-2-hydroxypropyl)-1H-pyrazol-4-yl)amino)pyrimidin-4-yl)-2-methylbenzyl)-2-(tert-butyl)thiazole-5-carboxamide NC[C@H](CN1N=CC(=C1)NC1=NC=CC(=N1)C1=CC(=C(CNC(=O)C2=CN=C(S2)C(C)(C)C)C=C1)C)O